3-chloro-4-((3,5-difluoropyridin-2-yl)methoxy-d2)-2'-(4-fluoro-3-(isopropylsulfonyl)-1H-pyrazol-1-yl)-5',6-Dimethyl-2H-[1,4'-bipyridine]-2-one ClC=1C(N(C(=CC1OC([2H])([2H])C1=NC=C(C=C1F)F)C)C1=CC(=NC=C1C)N1N=C(C(=C1)F)S(=O)(=O)C(C)C)=O